bis(cyclopentadienyl)-[2,6-difluoro-3-(pyrrol-1-yl)phenyl]titanium C1(C=CC=C1)[Ti](C1=C(C(=CC=C1F)N1C=CC=C1)F)C1C=CC=C1